3-methyl-2-{[(3R,6R)-6-methyl-1-{[2-(pyrimidin-2-yl)phenyl]carbonyl}piperidin-3-yl]oxy}pyridine-4-carbonitrile CC=1C(=NC=CC1C#N)O[C@H]1CN([C@@H](CC1)C)C(=O)C1=C(C=CC=C1)C1=NC=CC=N1